3-(5-((2-(3-(5-fluoropyrimidin-2-yl)azetidin-1-yl)cyclohexyl)-oxy)-1-oxoisoindolin-2-yl)piperidine-2,6-dione FC=1C=NC(=NC1)C1CN(C1)C1C(CCCC1)OC=1C=C2CN(C(C2=CC1)=O)C1C(NC(CC1)=O)=O